FC(C(=O)O)(F)F.FC(C(=O)O)(F)F.N1=CC=CC=C1 pyridine bistrifluoroacetate